C(C)(C)C1(CC2=CC=C(C=C2)C(C)C)CC=CC=C1 p-diisopropyl-Benzylbenzene